O1C(OCC1)C=1C=CC(=NC1)C1=CC(=NC(=C1)[C@]1(COCC1)OC)C1=CN(C2=CN=C(C=C21)NC(C)=O)C N-{3-[5-(1,3-dioxolan-2-yl)-6'-[(3R)-3-methoxyoxolan-3-yl]-[2,4'-bipyridin]-2'-yl]-1-methylpyrrolo[2,3-c]pyridin-5-yl}acetamide